benzyl (S)-2-(cyanomethyl)-4-(2-(((S)-1-methylpyrrolidin-2-yl)methoxy)-6-(naphthalen-2-ylmethyl)-6,7-dihydro-5H-pyrrolo[3,4-d]pyrimidin-4-yl)piperazine-1-carboxylate C(#N)C[C@@H]1N(CCN(C1)C=1C2=C(N=C(N1)OC[C@H]1N(CCC1)C)CN(C2)CC2=CC1=CC=CC=C1C=C2)C(=O)OCC2=CC=CC=C2